C[Si](C)(C)C=1NC=CC1 (trimethylsilyl)pyrrole